COC1=NN(C=C1NC1=NC=C(C(=N1)C1=CNC2=C(C=CC=C12)[N+](=O)[O-])C)C N-(3-methoxy-1-methyl-1H-pyrazol-4-yl)-5-methyl-4-(7-nitro-1H-indol-3-yl)Pyrimidine-2-amine